1,4-di-tert-butyl-2,5-dimethoxybenzene tert-butyl-(3S)-1-(1-(4-(2,6-dioxopiperidin-3-yl)phenyl)piperidine-4-carbonyl)pyrrolidine-3-carboxylate C(C)(C)(C)OC(=O)[C@@H]1CN(CC1)C(=O)C1CCN(CC1)C1=CC=C(C=C1)C1C(NC(CC1)=O)=O.C(C)(C)(C)C1=C(C=C(C(=C1)OC)C(C)(C)C)OC